(1S,2S)-N-(7-chloro-6-(1-((3S,4S)-4-fluoro-3-methyltetrahydrofuran-3-yl)piperidin-4-yl)isoquinolin-3-yl)-2-cyanocyclobutane-1-carboxamide ClC1=C(C=C2C=C(N=CC2=C1)NC(=O)[C@@H]1[C@H](CC1)C#N)C1CCN(CC1)[C@]1(COC[C@H]1F)C